C(C)(C)(C)NC(=O)C=1C=NN(C1)CC=1SC(=CC1)C1=NOC(=N1)C(F)(F)F N-tert-butyl-1-[[5-[5-(trifluoromethyl)-1,2,4-oxadiazol-3-yl]-2-thienyl]methyl]pyrazole-4-carboxamide